[N+](=O)([O-])C1=CC=CC2=C1N=NN(C2=O)C2C(NC(CC2)=O)=O 3-(8-nitro-4-oxobenzo[d][1,2,3]triazin-3(4H)-yl)piperidin-2,6-dione